1,1-difluoro-N-((6S,7S)-5-((R)-2-methoxypropanoyl)-6-((2,3',5'-trifluoro-[1,1'-biphenyl]-3-yl)methyl)-5-azaspiro[2.4]heptan-7-yl)methanesulfonamide FC(S(=O)(=O)N[C@@H]1[C@@H](N(CC12CC2)C([C@@H](C)OC)=O)CC=2C(=C(C=CC2)C2=CC(=CC(=C2)F)F)F)F